C(#N)C1=CC=C(C=C1)C1=CC=C(C=C1)B1OC(C)(C)C(C)(C)O1 4-(4-cyanophenyl)phenylboronic acid pinacol ester